CC=1C(=NN(C1)C)C methyl-1,3-dimethylpyrazole